acrylic acid heptyl ester C(CCCCCC)OC(C=C)=O